5-(3-chloro-4-fluoro-phenyl)-3-[2-(3-fluoro-3-methyl-azetidin-1-yl)-2-oxo-ethyl]-7-methylsulfonyl-pyrrolo[2,1-f][1,2,4]triazin-4-one ClC=1C=C(C=CC1F)C=1C=C(N2N=CN(C(C21)=O)CC(=O)N2CC(C2)(C)F)S(=O)(=O)C